NC1=C(C=C(C=N1)C=1C=C2N(N1)CCC21CN(C1)C(=O)NC(C)C=1C(=NN(C1C)CC)C)C(F)(F)F 2'-[6-amino-5-(trifluoromethyl)pyridin-3-yl]-N-[1-(1-ethyl-3,5-dimethyl-1H-pyrazol-4-yl)ethyl]-5',6'-dihydrospiro[azetidine-3,4'-pyrrolo[1,2-b]pyrazole]-1-carboxamide